(R)-5-(2-fluoro-4-(trifluoromethoxy)phenyl)-4-methyl-N-(pyrrolidin-2-ylmethyl)pyrimidin-2-amine, fumarate salt C(\C=C\C(=O)O)(=O)O.FC1=C(C=CC(=C1)OC(F)(F)F)C=1C(=NC(=NC1)NC[C@@H]1NCCC1)C